6-(2-Hydroxy-5-bromobenzylamino)-9-β-D-arabinofuranosylpurin OC1=C(CNC2=C3N=CN(C3=NC=N2)[C@H]2[C@@H](O)[C@H](O)[C@H](O2)CO)C=C(C=C1)Br